Cl.FC=1C=C(C=CC1F)C(C#N)=C1CCNCC1 (3,4-difluorophenyl)-2-(piperidin-4-ylidene)acetonitrile hydrochloride salt